C(C)C=1C(C=CC(C1)=O)=O ethyl-1,4-benzoquinone